COC(=O)[C@H]1N(C[C@@H](C1)S(=O)(=O)C)C(CNC(CCCOC1=CC=C(C=C1)F)=O)=O.CC(C)C(CCCC)C 2,3-dimethyl-heptane methyl-(2S,4R)-1-((4-(4-fluorophenoxy)butanoyl)glycyl)-4-(methylsulfonyl)-pyrrolidine-2-carboxylate